N-(6-(difluoromethyl)quinolin-2-yl)-7-fluoro-5-(4-methylpiperazin-1-yl)benzo[d]oxazol-2-amine FC(C=1C=C2C=CC(=NC2=CC1)NC=1OC2=C(N1)C=C(C=C2F)N2CCN(CC2)C)F